ClC=1C(=CC2=C(N=C(S2)C)C1)N 5-chloro-2-methylbenzo[d]thiazol-6-amine